CC12OC3=C(C(NC(N1C=1C=C(C(=O)NCCC4=CC=C(C=C4)C)C=CC1)=O)C2)C=CC=C3OCC3=C(C=CC=C3)C 3-(2-Methyl-10-((2-methylbenzyl)oxy)-4-oxo-5,6-dihydro-2H-2,6-methanobenzo[g][1,3,5]oxadiazocin-3(4H)-yl)-N-(4-methylphenethyl)benzamid